O1CCN(CC1)C1=CC=C(C=N1)NC(OCC1=CC=C2C=C(C(=NC2=C1)C)C1C(NC(CC1)=O)=O)=O (3-(2,6-Dioxopiperidin-3-yl)-2-methylquinolin-7-yl)methyl (6-morpholinopyridin-3-yl)carbamate